(1H-benzimidazole-2-yl)-methylamine hydrochloride Cl.N1C(=NC2=C1C=CC=C2)NC